COC(=O)C1=NN(C(=C1)C(F)F)COCC[Si](C)(C)C 5-(difluoromethyl)-1-(2-trimethylsilylethoxymethyl)pyrazole-3-carboxylic acid methyl ester